C(C)(C)(C)OC(=O)N1[C@H](CCC1)C(=O)C=1N=C2N(N1)[C@@H](C[C@@H]2F)C2=CC=CC=C2 (R)-2-((5S,7S)-7-fluoro-5-phenyl-6,7-dihydro-5H-pyrrolo[1,2-b][1,2,4]triazole-2-carbonyl)pyrrolidine-1-carboxylic acid tert-butyl ester